BrC=1C=C2C(=C(C(N(C2=CC1O)C)=O)C#N)N1CCC(CC1)C=1OC2=C(N1)C=C(C=C2)C 6-bromo-7-hydroxy-1-methyl-4-[4-(5-methyl-1,3-benzoxazol-2-yl)piperidin-1-yl]-2-oxo-1,2-dihydroquinoline-3-carbonitrile